((4-(((6-(4-(tert-butyl)phenoxy)pyridin-3-yl)carbamoyl)oxy)butanamido)methylene)bis(phosphonic acid) C(C)(C)(C)C1=CC=C(OC2=CC=C(C=N2)NC(=O)OCCCC(=O)NC(P(O)(O)=O)P(O)(O)=O)C=C1